The molecule is an extended flavonoid that consists of (2S)-flavanone substituted by hydroxy groups at positions 5 and 4', a methoxy group at position 3' , a prenyl group at position 6 and a gem-dimethylpyran ring fused across positions 7 and 8. Isolated from Lonchocarpus utilis and Lonchocarpus urucu, it acts as a NADH:ubiquinone reductase inhibitor. It has a role as a metabolite and an EC 1.6.5.3 [NADH:ubiquinone reductase (H(+)-translocating)] inhibitor. It is a dihydroxyflavanone, an extended flavonoid, a monomethoxyflavanone, a pyranochromane, a member of 4'-hydroxyflavanones and a member of 3'-methoxyflavanones. CC(=CCC1=C(C2=C(C3=C1OC(C=C3)(C)C)O[C@@H](CC2=O)C4=CC(=C(C=C4)O)OC)O)C